5-(6-methylpyrazin-2-yl)-2-((2-(trimethylsilyl)ethoxy)methyl)-2,5,6,7-tetrahydro-3H-pyrrolo[2,1-c][1,2,4]triazol-3-one CC1=CN=CC(=N1)C1CCC2=NN(C(N21)=O)COCC[Si](C)(C)C